ClC1=NC=C(C(=C1)B(O)O)Cl (2,5-dichloro-4-pyridyl)boronic acid